C(=O)NC1=C(C(=O)O)C=CC=C1 2-(formylamino)benzoic acid